(2,6-dioxopiperidine-3-yl)-5-fluoroisoindoline-1,3-dione O=C1NC(CCC1N1C(C2=CC=C(C=C2C1=O)F)=O)=O